S1C=NC2=C1C=C(C=C2)NC2=NC=NC1=CC(=CC(=C21)O[C@H]2[C@@H](CN(CC2)C(=O)OC(C)(C)C)OC)C=2C=NN(C2)C tert-butyl (3R,4R)-4-((4-(benzo[d]thiazol-6-ylamino)-7-(1-methyl-1H-pyrazol-4-yl)quinazolin-5-yl)oxy)-3-methoxypiperidine-1-carboxylate